methyl (S)-2-(4-(1-(tert-butoxycarbonyl) pyrrolidin-2-yl)-2-fluorophenyl)-6-methylbenzo[d]imidazo[2,1-b]thiazole-7-carboxylate C(C)(C)(C)OC(=O)N1[C@@H](CCC1)C1=CC(=C(C=C1)C=1N=C2SC3=C(N2C1)C=C(C(=C3)C(=O)OC)C)F